5-(5-(4,4-difluoropiperidine-1-carbonyl)-1H-pyrrolo[2,3-b]pyridin-1-yl)pyrimidine-2-carbonitrile FC1(CCN(CC1)C(=O)C=1C=C2C(=NC1)N(C=C2)C=2C=NC(=NC2)C#N)F